4-(8,9,10,11-tetrahydro-3H-pyrazolo[4,3-a]phenanthridin-7-yl)benzenesulfonamide C1=NNC=2C1=C1C=3CCCCC3C(=NC1=CC2)C2=CC=C(C=C2)S(=O)(=O)N